C(#N)C=1C=CC(=C2N=CC=NC12)N1C[C@@H](C[C@@H](C1)C)NC(CN1CCN(CCC1)C)=O N-[(3R,5S)-1-(8-cyanoquinoxalin-5-yl)-5-methylpiperidin-3-yl]-2-(4-methyl-1,4-diazepan-1-yl)acetamide